anti-8-methyladenosine CC=1N([C@H]2[C@H](O)[C@H](O)[C@@H](CO)O2)C=2N=CN=C(C2N1)N